tert-butyl 6-((3-(4-chloro-3-(2,4-dioxotetrahydropyrimidin-1(2H)-yl) benzoyl)-3-azaspiro[5.5]undec-9-yl) methyl)-3,6-diazabicyclo[3.1.1]heptane-3-carboxylate ClC1=C(C=C(C(=O)N2CCC3(CC2)CCC(CC3)CN3C2CN(CC3C2)C(=O)OC(C)(C)C)C=C1)N1C(NC(CC1)=O)=O